trans-4-((3-(1-Iso-propyl-1H-pyrazol-4-yl)phenyl)((trans-4-(5-methoxy-6-methylpyridin-2-yl)cyclohexyl)-methyl)carbamoyl)-cyclohexyl 4-methyl-piperazine-1-carboxylate CN1CCN(CC1)C(=O)O[C@@H]1CC[C@H](CC1)C(N(C[C@@H]1CC[C@H](CC1)C1=NC(=C(C=C1)OC)C)C1=CC(=CC=C1)C=1C=NN(C1)C(C)C)=O